CN(C)CC=1C=NC(=CC1)C=C N,N-dimethyl-1-(6-vinyl-3-pyridyl)methylamine